2,3,3,5-tetramethyloct-7-en-4-one CC(C)C(C(C(CC=C)C)=O)(C)C